C(CCCCCCC(C)C)OC(CCCCC(=O)OCCCCCCCC(C)C)=O.C1(=CC=CC=C1)OP(=O)(OC1=CC=CC=C1)OC1=CC=CC=C1.C(CCCCCCCCCC)OC(C=1C(C(=O)OCCCCCCCCCCC)=CC=CC1)=O.C(C=1C(C(=O)OCC(C)C)=CC=CC1)(=O)OCC(C)C Diisobutyl phthalate diundecyl-phthalate triphenyl-phosphate Diisodecyl-adipate